4-[4-[3-(3-methoxy-4-methoxycarbonyl-phenoxy)cyclobutyl]-1-oxa-4,9-diazaspiro[5.5]undecan-9-yl]benzoic acid COC=1C=C(OC2CC(C2)N2CCOC3(C2)CCN(CC3)C3=CC=C(C(=O)O)C=C3)C=CC1C(=O)OC